(2R,4S)-9-{1-[2-amino-3-hydroxy-2-(hydroxymethyl)propyl]azetidin-3-yl}oxy-5,5-dihydroxy-6-oxa-5-boranuidatricyclo[5.4.0.02,4]undeca-1(7),8,10-triene-8-carboxylic acid disodium salt [Na+].[Na+].NC(CN1CC(C1)OC1=C(C=2O[B-]([C@H]3C[C@H]3C2C=C1)(O)O)C(=O)O)(CO)CO.NC(CN1CC(C1)OC1=C(C=2O[B-]([C@H]3C[C@H]3C2C=C1)(O)O)C(=O)O)(CO)CO